3-(3,5-Dimethylisothiazol-4-yl)-2-(4-(4-methyl-4H-1,2,4-triazol-3-yl)piperidin-1-yl)benzonitrile CC1=NSC(=C1C=1C(=C(C#N)C=CC1)N1CCC(CC1)C1=NN=CN1C)C